S1C(=CC=C1)C=1C(NC2=CC=CC=C2N1)=O 3-(2-thienyl)-1,2-dihydroquinoxalin-2-one